ClC1=CC=C(C=C1)C1=C(CCC(C1)(C)C)CN1C2CN(C(C1)CC2)CC=2C=C1CN(CC1=CC2)C2C(NC(CC2)=O)=O 5-((5-((4'-chloro-5,5-dimethyl-3,4,5,6-tetrahydro-[1,1'-biphenyl]-2-yl)methyl)-2,5-Diazabicyclo[2.2.2]octane-2-yl)methyl)-2-(2,6-dioxopiperidin-3-yl)isoindoline